C(C)N1CCN(CC1)C1=NC=NC2=CC(=CC=C12)NC1=NC=CC(=N1)C1=CC2=C(N(N=C2C=C1)C)C(C)C 4-(4-ethylpiperazin-1-yl)-N-(4-(3-isopropyl-2-methyl-2H-indazol-5-yl)pyrimidin-2-yl)quinazolin-7-amine